FC(C1=NC(=CC(=C1)N[C@@H]1C[C@@H](CCC1)NC(C1=CC=CC=C1)=O)C(F)(F)F)(F)F N-((1R,3S)-3-((2,6-bis(trifluoromethyl)pyridin-4-yl)amino)cyclohexyl)benzamide